L-leucin-d2 N([C@@H](CC(C)C)C(=O)O)([2H])[2H]